N-(4,4-difluorocyclohexyl)-5-(8-fluoroimidazo[1,2-a]pyridin-6-yl)-4-methoxy-7H-pyrrolo[2,3-d]pyrimidin-2-amine FC1(CCC(CC1)NC=1N=C(C2=C(N1)NC=C2C=2C=C(C=1N(C2)C=CN1)F)OC)F